CC1=C2C=C(N(C2=CC=C1CN1CCC2(CN(C2)C2=NC=NC3=CC=C(C=C23)CC(F)(F)F)CC1)C[C@@H]1CNC(CO1)=O)C#N 4-Methyl-1-{[(2S)-5-oxomorpholin-2-yl]methyl}-5-({2-[6-(2,2,2-trifluoroethyl)quinazolin-4-yl]-2,7-diazaspiro[3.5]non-7-yl}methyl)-1H-indole-2-carbonitrile